ClC1=C2C=CNC2=CC(=C1)NC1=CC(=CC(=N1)C#N)NC1=CC2=C(OC(O2)(F)F)C=C1 6-[(4-chloro-1H-indol-6-yl)amino]-4-[(2,2-difluoro-2H-1,3-benzodioxol-5-yl)amino]pyridine-2-carbonitrile